C(CCCCC)C=1C=C(SC1)C1=CC=C(C2=NSN=C21)C=2SC=C(C2)CCCCCC 4,7-bis(4-hexylthiophen-2-yl)-2,1,3-benzothiadiazole